2-[3-(4-bromophenoxy)propyl]-1,3-dioxolane BrC1=CC=C(OCCCC2OCCO2)C=C1